racemic-trans-5-(3-((2,2-dioxido-1,3-dihydrobenzo[c]thiophen-5-yl)amino)-1H-pyrazol-5-yl)tetrahydrofuran-3-yl isopropylcarbamate C(C)(C)NC(O[C@@H]1CO[C@H](C1)C1=CC(=NN1)NC1=CC2=C(CS(C2)(=O)=O)C=C1)=O |r|